C(C)OC(=O)C1(C(CCC1)=N[C@@H](C)C1=CC=CC=C1)CCC(=O)OCC 1-(3-ethoxy-3-oxopropyl)-2-(((S)-1-phenylethyl)imino)cyclopentane-1-carboxylic acid ethyl ester